Ethyl 4-(3-(benzo[d]oxazol-2-yl)-2-methoxyphenylamino)-2-(1-methyl-1H-pyrazol-3-ylamino)pyrimidine-5-carboxylate O1C(=NC2=C1C=CC=C2)C=2C(=C(C=CC2)NC2=NC(=NC=C2C(=O)OCC)NC2=NN(C=C2)C)OC